3,5,7-trimethyl-1H-indole-2-carboxylic acid CC1=C(NC2=C(C=C(C=C12)C)C)C(=O)O